tert-butyl 2-(((S)-3-(((R)-1-(2,5-dimethylphenyl)ethyl)amino)-4-oxo-4,6,7,8-tetrahydropyrrolo[1,2-a]pyrazine-6-carboxamido)methyl)-4,6-dihydro-5H-thieno[2,3-c]pyrrole-5-carboxylate CC1=C(C=C(C=C1)C)[C@@H](C)NC1=NC=C2N(C1=O)[C@@H](CC2)C(=O)NCC2=CC1=C(CN(C1)C(=O)OC(C)(C)C)S2